trans-2-octen-1-ol C(\C=C\CCCCC)O